C(C(=C)C)(=O)OCCC[Si](OCC)(OCC)CC γ-methacryloxypropylethyldiethoxysilane